CS(=O)(=O)C=1N=CC2=C(N1)N=C(C=C2C#C[Si](C(C)C)(C(C)C)C(C)C)N2C(CCC2)=O 1-{2-methanesulfonyl-5-[2-(triisopropylsilyl)ethynyl]pyrido[2,3-d]pyrimidin-7-yl}pyrrolidin-2-one